methyl (2S)-2-[(3-{3-[(formyloxy) methyl] phenyl}-1-oxa-3,8-diazaspiro[4.5]decan-8-yl) carbonyl (methyl) amino]-3-methylbutanoate C(=O)OCC=1C=C(C=CC1)N1COC2(C1)CCN(CC2)C(=O)N([C@H](C(=O)OC)C(C)C)C